(R)-3-((2-oxo-1-(piperidin-4-yl)-1,2-dihydropyridin-4-yl)oxy)piperidine-2,6-dione O=C1N(C=CC(=C1)O[C@H]1C(NC(CC1)=O)=O)C1CCNCC1